1H-Pyrazolo[4,3-c]Pyridine-3-carboxamide N1N=C(C=2C=NC=CC21)C(=O)N